1-hexyl-1-propylpiperidinium triflate [O-]S(=O)(=O)C(F)(F)F.C(CCCCC)[N+]1(CCCCC1)CCC